2-(dimethylamino)benzene-1-sulfonamide CN(C1=C(C=CC=C1)S(=O)(=O)N)C